10-(3-(2-oxa-6-azaspiro[3.3]heptan-6-yl)propyl)-3,7-di(1H-indazol-5-yl)-10H-phenoxazine C1OCC12CN(C2)CCCN2C1=CC=C(C=C1OC=1C=C(C=CC21)C=2C=C1C=NNC1=CC2)C=2C=C1C=NNC1=CC2